ClC1=C(C(=CC(=C1)C(F)(F)F)Cl)N1N=C(C(=C1)S(=O)C(F)(F)F)C#N 1-(2,6-dichloro-4-(trifluoromethyl)phenyl)-4-((trifluoromethyl)sulfinyl)-1H-pyrazole-3-carbonitrile